O[C@H](C(=O)N1C[C@@H]2[C@H](C1)CC(C2)NC2=C1C(=NC=C2C=2SC3=C(CNCC3)N2)NC=C1)C (S)-2-hydroxy-1-((3aR,5R,6aS)-5-((5-(4,5,6,7-tetrahydrothiazolo[4,5-c]pyridin-2-yl)-1H-pyrrolo[2,3-b]pyridin-4-yl)amino)hexahydrocyclopenta[c]pyrrol-2(1H)-yl)propan-1-one